N-methyl-N-((S)-1-(2-oxopropanoyl)pyrrolidine-3-carbonyl)-L-valine CN([C@@H](C(C)C)C(=O)O)C(=O)[C@@H]1CN(CC1)C(C(C)=O)=O